2-((cis)-3-(4-((5-(2,4-difluoro-5-methylphenyl)imidazo[1,2-a]pyrazin-8-yl)amino)-1H-pyrazol-1-yl)cyclobutyl)ethyl methanesulfonate CS(=O)(=O)OCC[C@@H]1C[C@@H](C1)N1N=CC(=C1)NC=1C=2N(C(=CN1)C1=C(C=C(C(=C1)C)F)F)C=CN2